2-ethoxyphenyl acetate (2-ethoxyphenyl acetate) C(C)OC1=C(C=CC=C1)CC(=O)O.C(C)(=O)OC1=C(C=CC=C1)OCC